2-[4-[(1R)-1-[(3S)-3-methyl-2,5-dioxo-1-trityl-pyrrolidin-3-yl]ethyl]phenyl]acetaldehyde C[C@@]1(C(N(C(C1)=O)C(C1=CC=CC=C1)(C1=CC=CC=C1)C1=CC=CC=C1)=O)[C@H](C)C1=CC=C(C=C1)CC=O